5-(2-fluoro-6-hydroxy-3-((4-methoxyphenyl)ethynyl)phenyl)-1,2,5-thiadiazolidin-3-one 1,1-dioxide FC1=C(C(=CC=C1C#CC1=CC=C(C=C1)OC)O)N1CC(NS1(=O)=O)=O